BrC=1C=NC=2CCN(C(C2C1)=O)CC1=C(C(=CC(=C1)F)F)OC1CCOCC1 3-bromo-6-(3,5-difluoro-2-((tetrahydro-2H-pyran-4-yl)oxy)benzyl)-7,8-dihydro-1,6-naphthyridin-5(6H)-one